N1=CC(=CC=C1)C=1C=C2C=NC=NC2=C(C1)C=1C=C(C=CC1)NC(C=C)=O N-(3-(6-(pyridin-3-yl)-quinazolin-8-yl)phenyl)acrylamide